4-Chloro-3-(4,4-difluoro-2-(2-fluoropropan-2-yl)pyrrolidin-1-yl)-1-((4-(1,1-difluoroethyl)phenyl)sulfonyl)-1H-indazole ClC1=C2C(=NN(C2=CC=C1)S(=O)(=O)C1=CC=C(C=C1)C(C)(F)F)N1C(CC(C1)(F)F)C(C)(C)F